CC(CNC(=O)C1=NC(=CC=C1OC)NC1=CC(=C(C(=C1)F)F)F)(C)C N-(2,2-dimethylpropyl)-3-methoxy-6-(3,4,5-trifluoroanilino)pyridine-2-carboxamide